1,3-bis(tert-butoxycarbonyl)-2-methylisothiourea C(C)(C)(C)OC(=O)NC(SC)=NC(=O)OC(C)(C)C